C1N(CC2=C3C(C=CC=C13)=CC=C2)CCCCCC(=O)N benz[de]isoquinoline-2(3H)-hexanamide